(2R,4aR,7R)-12-chloro-11-(5-chloro-1H-indazol-4-yl)-7-((dimethylamino)methyl)-10-fluoro-2-methyl-2,3,4,4a,6,7-hexahydro-8-oxa-3,5a,9,13c-tetraazanaphtho[3,2,1-de]anthracene ClC1=CC2=C3C=4N(C[C@H](OC4N=C2C(=C1C1=C2C=NNC2=CC=C1Cl)F)CN(C)C)C[C@H]1CN[C@@H](CN13)C